methyl (((R)-6-((3-carbamoylpyridin-2-yl)oxy)spiro[3.3]heptan-2-yl)carbamoyl)glycinate C(N)(=O)C=1C(=NC=CC1)OC1CC2(CC(C2)NC(=O)NCC(=O)OC)C1